thieno[3,2-b]pyridine-6-sulfonamide S1C=CC2=NC=C(C=C21)S(=O)(=O)N